CC1(CC=2C(CCCC2CC1C)(C)C)C(C)=O 1-(1,2,3,4,5,6,7,8-octahydro-2,3,8,8-tetramethyl-2-naphthyl)-ethan-1-one